COC1=CC=C(COC2=NC=C(C=N2)C2=C(C=C(C(=N2)C2=CC=CC=C2)NC(OC2=CC=C(C=C2)C)=O)C)C=C1 p-tolyl (6-(2-((4-methoxybenzyl)oxy)pyrimidin-5-yl)-5-methyl-2-phenylpyridin-3-yl)carbamate